(E)-N-(1-(1-(2,4-bis(trifluoromethyl)phenyl)ethyl)-1H-pyrazol-4-yl)-3-(furan-2-yl)acrylamide FC(C1=C(C=CC(=C1)C(F)(F)F)C(C)N1N=CC(=C1)NC(\C=C\C=1OC=CC1)=O)(F)F